BrC=1C(=CC(=C(C=O)C1)[N+](=O)[O-])Cl 5-bromo-4-chloro-2-nitrobenzaldehyde